6-t-butyl-4-methylphenol C(C)(C)(C)C1=CC(=CC=C1O)C